1,3-dimethoxy-5-pentylbenzene COC1=CC(=CC(=C1)CCCCC)OC